N,N-dimethyl-2-(3-(4,4,5,5-tetramethyl-1,3,2-dioxaborolan-2-yl)phenyl)ethanamine CN(CCC1=CC(=CC=C1)B1OC(C(O1)(C)C)(C)C)C